NC1=C(C=CC(=C1F)NCC1=CC=C(C=C1)C(F)(F)F)NC([C@@H]([C@H](CCCCC)F)F)=O (2S,3S)-N-(2-amino-3-fluoro-4-((4-(trifluoromethyl)benzyl)amino)phenyl)-2,3-difluorooctanamide